CS(=O)(=O)N1C=C(C=C1)C(=O)NCC(=O)NC=1SC=C(N1)C=1C=C(C=CC1)C1=CC(=NC=C1)OCCNC(OC(C)(C)C)=O tertbutyl N-[2-[[4-[3-[2-[[2-[(1-methylsulfonylpyrrole-3-carbonyl)amino]acetyl]amino]thiazol-4-yl]phenyl]-2-pyridyl]oxy]ethyl]carbamate